[Na+].[Na+].[Na+].[Na+].C(=O)([O-])C(C(=O)[O-])N[C@@H](CCC(=O)[O-])C(=O)[O-] dicarboxymethylglutamic acid tetrasodium salt